2-((2-(1-(tert-butoxycarbonyl)piperidin-4-yl)-4-(1-isopropyl-6-oxo-1,6-dihydropyridin-3-yl)-1H-pyrrolo[2,3-b]pyridin-1-yl)methyl)acrylic acid C(C)(C)(C)OC(=O)N1CCC(CC1)C1=CC=2C(=NC=CC2C2=CN(C(C=C2)=O)C(C)C)N1CC(C(=O)O)=C